4-({6-[(2-Methylprop-2-enoyl)oxy]naphthalene-2-carbonyl}oxy)benzoic acid CC(C(=O)OC=1C=C2C=CC(=CC2=CC1)C(=O)OC1=CC=C(C(=O)O)C=C1)=C